C(C1=CC=CC=C1)OC=1C=C2C(=C(N(C2=CC1)CC1=CC=C(OCCCCNC(OC(C)(C)C)=O)C=C1)C1=CC=C(C=C1)OCC1=CC=CC=C1)C tert-Butyl (4-(4-((5-(benzyloxy)-2-(4-(benzyloxy)phenyl)-3-methyl-1H-indol-1-yl)methyl)phenoxy)butyl)carbamate